FC1=CC=C(C=C1)C=1C=C(C=NC1)C(=O)N1[C@@H]2[C@@H](OCC1)CCCC2 (5-(4-fluorophenyl)pyridin-3-yl)((4as,8as)-octahydro-4H-benzo[b][1,4]oxazin-4-yl)methanone